C(C)C=1C=C2C=C(N=CC2=C(N1)NC)NC(=O)C1CC1 N-(6-ethyl-8-(methylamino)-2,7-naphthyridin-3-yl)cyclopropanecarboxamide